methyl 5-cyclopropyl-3-methylimidazole-4-carboxylate C1(CC1)C1=C(N(C=N1)C)C(=O)OC